(6-((1-isopropyl-1H-indazol-6-yl)methyl)-2-azaspiro[3.3]heptan-2-yl)methanone C(C)(C)N1N=CC2=CC=C(C=C12)CC1CC2(CN(C2)C=O)C1